CC1=CC(=C(C=C1[N+](=O)[O-])CO)SC (4-methyl-2-(methylthio)-5-nitrophenyl)methanol